C(\C=C\CCCCC)(C(=O)O)C(=O)O trans-2-octene-1,1-dicarboxylic acid